N1C[C@H](CCC1)NC1=NC=C(C(=N1)C1=CNC2=C(C=CC=C12)NS(=O)(=O)C)C(F)(F)F (S)-N-(3-(2-(Piperidin-3-ylamino)-5-(trifluoromethyl)pyrimidin-4-yl)-1H-indol-7-yl)methanesulfonamide